[N+](=O)([O-])C1=C(C=CC=C1C(=O)O)C(=O)O 2-nitro-1,3-benzenedicarboxylic acid